C(C1=CC=CC=C1)OC=1C(=C(C=C(C1)C(F)(F)F)CO)I (3-(benzyl-oxy)-2-iodo-5-(trifluoromethyl)phenyl)methanol